C(C)(C)(C)OC(=O)N1C[C@@H](CC1)OC=1N=C2C(=NC1)N(C=C2C(=O)O)COCC[Si](C)(C)C (R)-2-((1-(tert-butoxycarbonyl)pyrrolidin-3-yl)oxy)-5-((2-(trimethylsilyl)ethoxy)methyl)-5H-pyrrolo[2,3-b]pyrazine-7-carboxylic acid